4-Amino-1-(1-benzofuran-4-yl)-2-oxo-7-(trifluoromethyl)-1,2-dihydroquinoline-3-carboxylic acid methyl ester COC(=O)C=1C(N(C2=CC(=CC=C2C1N)C(F)(F)F)C1=CC=CC2=C1C=CO2)=O